2,4-dimethyl-1,3-butanediol CC(CO)C(CC)O